OCC(CO)(CO)NCCS(=O)(=O)O 2-{[1,3-dihydroxy-2-(hydroxymethyl)propane-2-yl]amino}ethane-1-sulfonic acid